O[C@H](C)C=1C=C(C=C2C(C(=C(OC12)C=1C=NN(C1)CC(C)(C)O)C)=O)C 8-[(1R)-1-Hydroxyethyl]-2-[1-(2-hydroxy-2-methyl-propyl)pyrazol-4-yl]-3,6-dimethyl-chromen-4-one